[2-[(2-methoxy-3-pyridyl)oxy]-4-methyl-5-(trifluoromethyl)-3-pyridyl]boronic Acid COC1=NC=CC=C1OC1=NC=C(C(=C1B(O)O)C)C(F)(F)F